6-methyl-isonicotinic acid CC=1N=CC=C(C(=O)O)C1